C(#N)C1CC2(C1)C[C@H](N(CC2)CC2=C1C=CNC1=C(C=C2OC)C)C2=CC=C(C(=O)NCC1CN(C1)C)C=C2 4-((2R,4s,6S)-2-cyano-7-((5-methoxy-7-methyl-1H-indol-4-yl)methyl)-7-azaspiro[3.5]nonan-6-yl)-N-((1-methylazetidin-3-yl)methyl)benzamide